BrC1=CC=C(C=C1)C[C@@H](C(=O)O)NC(=O)OCC1C2=CC=CC=C2C=2C=CC=CC12 (2S)-3-(4-bromophenyl)-2-[9H-fluoren-9-ylmethoxycarbonylamino]propionic acid